ClC=1C=CC(=NC1C=1C=NN(C1)C(C)C1=CC=C(C=C1)F)C1=CC=2N(C=C1)N=C(N2)N 7-(5-chloro-6-(1-(1-(4-fluorophenyl)ethyl)-1H-pyrazol-4-yl)pyridin-2-yl)-[1,2,4]triazolo[1,5-a]pyridin-2-amine